CC1=C(C=C(C=C1)C1(CC1)C(=O)N)C1=NC=CC=C1 (4-methyl-3-pyridin-2-ylphenyl)cyclopropane-1-carboxamide